5-bromo-1-oxo-2,3-dihydro-1H-indene-2-carboxylic acid methyl ester COC(=O)C1C(C2=CC=C(C=C2C1)Br)=O